BrC1=C2N(N=C1C1=NC=C(C=C1)F)C1(CC2)CC1 3'-Bromo-2'-(5-fluoropyridin-2-yl)-4',5'-dihydrospiro[cyclopropane-1,6'-pyrrolo[1,2-b]pyrazole]